[(5-chloro-6-fluoropyridin-3-yl)methyl]({2-[(9R)-9-(pyridin-2-yl)-6-oxaspiro[4.5]decan-9-yl]ethyl})amine ClC=1C=C(C=NC1F)CNCC[C@]1(CCOC2(CCCC2)C1)C1=NC=CC=C1